(1RS,6SR)-2-((S*)-2-(5-chloropyridin-2-yl)-2-methylbenzo[d][1,3]dioxol-4-yl)-2,5-diazabicyclo[4.2.0]octane para-toluenesulfonate CC1=CC=C(C=C1)S(=O)(=O)O.ClC=1C=CC(=NC1)[C@@]1(OC2=C(O1)C=CC=C2N2[C@@H]1CC[C@@H]1NCC2)C |o1:18,&1:28,31|